2-bromo-7-(4-phenylnaphthalene-1-yl)thianthrene BrC1=CC=2SC3=CC=C(C=C3SC2C=C1)C1=CC=C(C2=CC=CC=C12)C1=CC=CC=C1